(R)-N-(1-(3-(difluoromethyl)-2-fluorophenyl)ethyl)-7-methoxy-2-methyl-6-(piperazin-1-yl)quinolin-4-amine hydrochloride Cl.FC(C=1C(=C(C=CC1)[C@@H](C)NC1=CC(=NC2=CC(=C(C=C12)N1CCNCC1)OC)C)F)F